FC=1C=CC(=NC1)N1CC=NC2=CC=C(C=C12)C=1C=NC=CC1C N-(5-fluoropyridin-2-yl)-7-(4-methylpyridin-3-yl)quinoxaline